C12CN(CC(CC1)N2)C2=NC(=NC1=C(C(=C(C=C21)F)C2=CC(=CC1=CC=CC=C21)O)F)OCC21CCCN1CCC2 4-(4-(3,8-diazabicyclo-[3.2.1]octan-3-yl)-6,8-difluoro-2-((tetrahydro-1H-pyrrolizin-7a(5H)-yl)methoxy)quinazolin-7-yl)naphthalen-2-ol